CN1CCC[C@H]2CN(CC[C@@H]12)C1=CC=C(C=C1)[C@@H]1N(C[C@H](CC1)C)C(C(=O)NC=1C=NC(=C(C1)CC)N)=O 2-[(2R,5S)-2-[4-[(4aS,8aR)-1-Methyl-2,3,4,4a,5,7,8,8a-octahydro-1,6-naphthyridin-6-yl]phenyl]-5-methyl-1-piperidyl]-N-(6-amino-5-ethyl-3-pyridyl)-2-oxo-acetamide